N-((2S)-bicyclo[2.2.1]hept-5-en-2-yl)-3,5-difluorobenzamide C12[C@H](CC(C=C1)C2)NC(C2=CC(=CC(=C2)F)F)=O